5-phenyl-3-(m-tolyl)-1,2-selenazole C1(=CC=CC=C1)C1=CC(=N[Se]1)C=1C=C(C=CC1)C